(3E)-17,17-dihexyloxy-3-heptadecen-1-ol C(CCCCC)OC(CCCCCCCCCCCC/C=C/CCO)OCCCCCC